benzyl-5-(benzyloxy)-9-(4-fluorophenyl)-1,1-dimethyl-2-oxo-1,2,3,9-tetrahydrospiro[carbazole-4,1'-cyclobutane]-3'-carboxylate C(C1=CC=CC=C1)OC(=O)C1CC2(C1)CC(C(C=1N(C3=CC=CC(=C3C12)OCC1=CC=CC=C1)C1=CC=C(C=C1)F)(C)C)=O